2-(2-(1H-pyrazol-4-yl)-6,7-dihydro-5H-pyrrolo[3,4-d]pyrimidin-4-yl)-1,2,3,4-tetrahydroisoquinoline TFA salt OC(=O)C(F)(F)F.N1N=CC(=C1)C=1N=C(C2=C(N1)CNC2)N2CC1=CC=CC=C1CC2